1-((4-((8-ethoxy-7-(1-(1-ethoxyethyl)-1H-pyrazol-4-yl)-[1,2,4]triazolo[1,5-a]pyridin-2-yl)amino)-3-methylphenyl)sulfonyl)azetidine-3-carbaldehyde C(C)OC=1C=2N(C=CC1C=1C=NN(C1)C(C)OCC)N=C(N2)NC2=C(C=C(C=C2)S(=O)(=O)N2CC(C2)C=O)C